C1OC=2C(=CC3=C(C4CC5=C(CN4CC3)C=C(C(=C5)OC)OC)C2)O1 S-(-)-2,3-methylenedioxy-10,11-dimethoxy-5,8,13,13a-tetrahydro-6H-dibenzo[a,g]quinolizine